BrC=1C=CC(=C(C1)O)C1CC1 5-bromo-2-cyclopropylphenol